CS(=O)(=O)OCC1=NOC(=C1)C1=NC=CC=C1 (5-(pyridin-2-yl)isoxazol-3-yl)methyl methanesulfonate